C(C(=C)C)(=O)O.C[Si](OC)(OC)OC methyl-(trimethoxysilane) methacrylate